[3-(5-{[2-chloro-6-(trifluoromethyl)phenyl]methoxy}pyrimidin-2-yl)-1,2-oxazol-5-yl]methanol ClC1=C(C(=CC=C1)C(F)(F)F)COC=1C=NC(=NC1)C1=NOC(=C1)CO